6-(4-(4-Fluorophenyl)-2-methyl-1H-imidazol-5-yl)benzo[d]thiazole FC1=CC=C(C=C1)C=1N=C(NC1C1=CC2=C(N=CS2)C=C1)C